2-(4-(((4-(4-bromophenyl)-5-oxo-4,5-dihydro-1H-1,2,4-triazol-1-yl)methyl)thio)-2-methylphenoxy)-2-methylpropanoic acid BrC1=CC=C(C=C1)N1C=NN(C1=O)CSC1=CC(=C(OC(C(=O)O)(C)C)C=C1)C